NC=1C(=NC(=C(N1)N)Cl)C(=O)NC(NC1=CC=CC=C1)=N 3,5-diamino-6-chloro-N-[imino(phenylamino)methyl]pyrazinecarboxamide